O[C@H]1C[C@H](C1)OC1NCC2=CC=CC=C12 [cis-3-hydroxycyclobutoxy]-2,3-dihydro-1H-isoindol